4-[5-(2-aminoethyl)pyrimidin-2-yl]-3-[2-methyl-6-[(3R)-oxolan-3-yl]oxypyrimidin-4-yl]oxybenzonitrile NCCC=1C=NC(=NC1)C1=C(C=C(C#N)C=C1)OC1=NC(=NC(=C1)O[C@H]1COCC1)C